NCCN1CC2=C(CC1)C=C(S2)C(=O)[O-] 6-(2-aminoethyl)-5,7-dihydro-4H-thieno[2,3-c]pyridine-2-carboxylate